methyl 5-(1-azidoethyl)-4-methoxy-2-((2-(trimethylsilyl) ethoxy) methyl)-2H-indazole-7-carboxylate N(=[N+]=[N-])C(C)C1=C(C2=CN(N=C2C(=C1)C(=O)OC)COCC[Si](C)(C)C)OC